OC(C)(C)C=1C(=CC2=CN(N=C2C1)CCCO)NC(=O)C1=NC(=CC=C1)C(F)(F)F N-[6-(2-hydroxypropan-2-yl)-2-(3-hydroxypropyl)-2H-indazol-5-yl]-6-(trifluoromethyl)pyridine-2-carboxamide